N1C[C@@H](CCCCC1)NC1=NN=C(C=2N1C=CC2)C2=C(C=C(C=C2)C(F)(F)F)OC(F)F N-[(3R)-azocan-3-yl]-1-[2-(difluoromethoxy)-4-(trifluoromethyl)phenyl]pyrrolo[1,2-d][1,2,4]triazin-4-amine